3-chloro-4'-propyl-[1,1'-biphenyl] ClCCCC1=CC=C(C=C1)C1=CC=CC=C1